O1C(=CC=C1)C(CC=C)O 4-(2-furyl)-1-buten-4-ol